1,1-bis(2,6-difluorophenyl)-1,2-ethanediol FC1=C(C(=CC=C1)F)C(CO)(O)C1=C(C=CC=C1F)F